ClC=1C(=C(C(=CC1)OC)C1=CC(=NC=C1C(=O)NC=1SC(=NN1)OCCSC)C)F 4-(3-chloro-2-fluoro-6-methoxyphenyl)-6-methyl-N-(5-(2-(methylthio)ethoxy)-1,3,4-thiadiazol-2-yl)nicotinamide